OC1=CC=C(C=C1)C(=C(CC)C1=CC=C(C=C1)O)C1=CC=C(C=C1)N1CCC(CC1)CN1CCC(CC1)C=1C=C2C(N(C(C2=CC1)=O)C1C(NC(CC1)=O)=O)=O 5-(1-((1-(4-(1,2-bis(4-hydroxyphenyl)but-1-en-1-yl)phenyl)piperidin-4-yl)methyl)piperidin-4-yl)-2-(2,6-dioxopiperidin-3-yl)isoindoline-1,3-dione